(((2S,5S)-5-methyltetrahydrofuran-2-yl)methyl)acetamide C[C@H]1CC[C@H](O1)CCC(=O)N